cinnamyl acetate (E)-3-phenylprop-2-en-1-yl-acetate C1(=CC=CC=C1)/C=C/CCC(=O)O.C(C)(=O)OCC=CC1=CC=CC=C1